octamethylenediamide [NH-]CCCCCCCC[NH-]